FC(C=1C=C(C=CC1)NC1=NC(=NC(=N1)NC1=CC(=CC=C1)C(F)(F)F)N(C)C)(F)F N,N'-bis(3-(trifluoromethyl)phenyl)-6-dimethylamino-[1,3,5]triazine-2,4-diamine